2-chloro-5-(4-methylpiperazin-1-yl)-N-[(1R)-1-(1-naphthyl)ethyl]benzamide ClC1=C(C(=O)N[C@H](C)C2=CC=CC3=CC=CC=C23)C=C(C=C1)N1CCN(CC1)C